1-(4-hydroxycyclohexyl)-3-(6-methoxypyridin-3-yl)-5-methyl-7-(2,5-dimethyl-1H-pyrrol-1-yl)-1,8-naphthyridin-2(1H)-one OC1CCC(CC1)N1C(C(=CC2=C(C=C(N=C12)N1C(=CC=C1C)C)C)C=1C=NC(=CC1)OC)=O